7-(Benzyloxy)-6-methoxy-2-methylquinazolin-4(3H)-one C(C1=CC=CC=C1)OC1=C(C=C2C(NC(=NC2=C1)C)=O)OC